7-bromo-2-hydrazino-N-methyl-quinazolin-4-amine BrC1=CC=C2C(=NC(=NC2=C1)NN)NC